C1(CCC1)CN(C(OC(C)(C)C)=O)[C@H]1CN(CCC1)C=1C=NC(=CC1)CN1N=NC(=C1)C=1C=NC=C(C1)N(C)C tert-butyl (R)-(cyclobutylmethyl)(1-(6-((4-(5-(dimethylamino)pyridin-3-yl)-1H-1,2,3-triazol-1-yl)methyl) pyridin-3-yl)piperidin-3-yl)carbamate